C(=O)(O)CN1CCN(CCN(CCN(CC1)CC(=O)O)CC(=O)O)CC(=O)NCC=1C=C(C(=O)N[C@@H](CC(O)=O)C(=O)NCC(=O)N[C@@H](CCCCN2C(C=CC2=O)=O)C(=O)O)C=CC1 N-[3-({2-[4,7,10-tris(carboxymethyl)-1,4,7,10-tetraazacyclododecan-1-yl]acetamido}methyl)benzoyl]-L-α-aspartylglycyl-6-(2,5-dioxo-2,5-dihydro-1H-pyrrol-1-yl)-L-norleucine